[N+](=O)([O-])C1=CC=C(OP(=O)(OC2=CC=CC=C2)N[C@@H](C)C(=O)OCCCCCC)C=C1 Hexyl ((4-nitrophenoxy)(phenoxy)phosphoryl)-L-alaninate